C(C)(C)(C)OC(=O)N1C[C@@H](CCC1)NC=1C2=C(N=CN1)NC=C2C(=O)C2COCC2 (3R)-3-((5-(tetrahydrofuran-3-carbonyl)-7H-pyrrolo[2,3-d]pyrimidin-4-yl)amino)piperidine-1-carboxylic acid tert-butyl ester